SC1=CC=C(C(=O)NN)C=C1 p-mercaptobenzoyl-hydrazine